C(C1=CC=CC=C1)OC1=C(C=C(C=C1)C)[N+](=O)[O-] 1-(benzyloxy)-4-methyl-2-nitrobenzene